NCCCC(=O)NC1=CC(=C(C=C1)NC=1OC2=C(N1)C=C(C=C2)C)OC 4-amino-N-(3-methoxy-4-(5-methylbenzo[d]oxazol-2-ylamino)phenyl)butanamide